C(#N)C1=C(C=C(C(N1C1=CC=C(C=C1)F)=O)C(=O)NC1=CC(=C(C=C1)OC1=CC=NC2=CC(=C(C=C12)OC)OC)F)C(=C)C 6-cyano-N-(4-((6,7-dimethoxyquinolin-4-yl)oxy)-3-fluorophenyl)-1-(4-fluorophenyl)-2-oxo-5-(prop-1-en-2-yl)-1,2-dihydropyridine-3-carboxamide